tert-butyl N-[5-bromo-3-cyano-1-(3-methoxy-2,6-dimethyl-phenyl)-6-methyl-pyrrolo[2,3-b]pyridin-2-yl]carbamate BrC=1C=C2C(=NC1C)N(C(=C2C#N)NC(OC(C)(C)C)=O)C2=C(C(=CC=C2C)OC)C